FC1=C(C=C(C=C1)F)[C@]1(C[C@@H]2[C@H](N(OC2(CC)CC)CC)[C@H](C1)CC)CC |r| rac-(3aR,5R,7S,7aR)-5-(2,5-difluorophenyl)-1,3,3,5,7-pentaethyloctahydrobenzo[c]isoxazole